2-(2-methoxyphenyl)-1,5-naphthyridine-3-carboxylic acid COC1=C(C=CC=C1)C1=NC2=CC=CN=C2C=C1C(=O)O